1-butyl-N-(2,6-dichlorophenyl)pyrazolo[4,3-c]pyridin-4-amine C(CCC)N1N=CC=2C(=NC=CC21)NC2=C(C=CC=C2Cl)Cl